[18F]C1(CCC1)C(=O)O [18F]fluorocyclobutane-1-carboxylic acid